C(=C)N1C(CCC1)=O 1-vinyl-pyrrolidone